C(=CC(C)=C)[Al](C=CC(C)=C)C=CC(C)=C triisoprenyl-aluminum